Methyl 1-(2-(2-hydroxyethoxy)ethyl)-1H-1,2,4-triazole-3-carboxylate (Methyl 1-(2-(2-hydroxyethoxy)ethyl)-1H-1,2,4-triazole-3-carboxylate) CC1=NC(=NN1CCOCCO)C(=O)O.OCCOCCN1N=C(N=C1)C(=O)OC